C1(CC1)C(C(=C)C=1C=NC=NC1)=O 1-cyclopropyl-2-(pyrimidin-5-yl)prop-2-en-1-one